(R)-2-((1-(3,6-dimethyl-2-morpholino-4-oxo-3,4-dihydroquinazolin-8-yl)ethyl)amino)benzoic acid CN1C(=NC2=C(C=C(C=C2C1=O)C)[C@@H](C)NC1=C(C(=O)O)C=CC=C1)N1CCOCC1